C(=C)[Si](OCC)(OCC)C1=CC=CC=C1 vinyl-phenyldiethoxysilane